The molecule is a quassinoid that is the 3,15-di-O-propionyl derivative of bruceolide. It has been isolated from Brucea javanica and Brucea sumatrana. It has a role as a plant metabolite. It is a delta-lactone, a cyclic ether, an enol, an enone, a methyl ester, an organic heteropentacyclic compound, a propanoate ester, a quassinoid and a diol. It derives from a bruceolide. CCC(=O)O[C@@H]1[C@@H]2[C@@]34CO[C@]2([C@H]([C@@H]([C@@H]3[C@]5(CC(=O)C(=C([C@@H]5C[C@H]4OC1=O)C)OC(=O)CC)C)O)O)C(=O)OC